6-chloro-4-(trifluoromethyl)-2-pyridylsulfonamide sodium salt [Na].ClC1=CC(=CC(=N1)S(=O)(=O)N)C(F)(F)F